5-((4-(4-methylthiazol-5-yl)benzyl)carbamoyl)pyrrolidin-3-yl (14-hydroxy-3,6,9,12-tetraoxatetradecyl) succinate C(CCC(=O)OCCOCCOCCOCCOCCO)(=O)OC1CNC(C1)C(NCC1=CC=C(C=C1)C1=C(N=CS1)C)=O